C(C1=CC=CC=C1)N(C1=NC=2N(C=C1OC(C(C)(O)C)C)N=CC2I)CC2=CC=CC=C2 3-((5-(dibenzylamino)-3-iodopyrazolo[1,5-a]pyrimidin-6-yl)oxy)-2-methylbutan-2-ol